N(=[N+]=[N-])C(C)(C)C1=CN=C(C2=CN=C(C=C12)Cl)OCCCS(=O)(C)=N (3-((4-(2-Azidopropan-2-yl)-6-chloro-2,7-naphthyridin-1-yl)oxy)propyl)(imino)(methyl)-λ6-sulfanone